3-(cyclohexylmethyl)-4-[(4-fluorophenyl)methyl]-4,5-dihydro-1,2,4-oxadiazol-5-one C1(CCCCC1)CC1=NOC(N1CC1=CC=C(C=C1)F)=O